C(C1=CC=CC=C1)(=O)OC[C@H]1O[C@H](C([C@H]1CCOCC1=CC=CC=C1)OC(C)=O)OC(C)=O [(2S,3S,5S)-4,5-diacetoxy-3-(2-benzyloxyethyl)tetrahydrofuran-2-yl]methyl benzoate